C(C)(C)(C)OC(=O)N1CCN(CC1)C1=C(C=NC=C1)/N=C/C=1C=C2N=CC=NC2=CC1Cl.FC1=CC=C(C=C1)C1=CC=C(S1)C(=O)C1=C(C=CC(=C1)I)C (5-(4-fluorophenyl)thiophen-2-yl)(5-iodo-2-methylphenyl)methanone tert-Butyl-(E)-4-(3-(((7-chloroquinoxalin-6-yl)methylene)amino)pyridin-4-yl)piperazine-1-carboxylate